6-((4-(2-(2,6-dioxopiperidin-3-yl)-1,3-dioxoisoindolin-5-yl)piperazin-1-yl)methyl)nicotinic acid O=C1NC(CCC1N1C(C2=CC=C(C=C2C1=O)N1CCN(CC1)CC1=NC=C(C(=O)O)C=C1)=O)=O